(4R)-N-((S)-1-hydroxy-3,3-dimethylbutan-2-yl)-7-isopropyl-4-methyl-1-(pyrazin-2-yl)-4,5,6,7-tetrahydro-1H-indazole-3-carboxamide OC[C@H](C(C)(C)C)NC(=O)C1=NN(C=2C(CC[C@H](C12)C)C(C)C)C1=NC=CN=C1